C1(CC1)N1N=CC(=C1C=1C(=NC(=CC1)NC1CC1)F)C(=O)N[C@@H]1C(NC2=C(C(=N1)C1=CC=CC=C1)C=CC=C2)=O 1-Cyclopropyl-5-[6-(cyclopropylamino)-2-fluoropyridin-3-yl]-N-[(3S)-2-oxo-5-phenyl-1,3-dihydro-1,4-benzodiazepin-3-yl]pyrazole-4-carboxamide